CC1=C(C(C[C@@H](C1)O)(C)C)/C=C/C(=C/C=C/C(=C/C=C/C=C(\\C)/C=C/C=C(\\C)/C=O)/C)/C The molecule is an apo carotenoid triterpenoid compound consisting of 8'-apo-beta-carotene having an aldehyde group in the 8'-position and an (R)-hydroxy substituent at the 3-position. It has a role as a plant metabolite. It is an enal and an apo carotenoid triterpenoid.